N1N=CC(=C1)C=1C=NNC1 1'H-[4,4']bipyrazolyl